C(C)(=O)OCN1N=CC2=C(C(=C(C=C12)C)[C@@H]1[C@@H](C1)C)B1OC(C(O1)(C)C)(C)C (6-methyl-5-((1S,2R)-2-methylcyclopropyl)-4-(4,4,5,5-tetramethyl-1,3,2-dioxaborolan-2-yl)-1H-indazol-1-yl)methyl acetate